4-methyl-oxacyclohexan-6-one CC1CCOC(C1)=O